C(C)N1C(N(C2=C1C(=CC=C2)N2CCNCC2)C2C(NC(CC2)=O)=O)=O 3-(3-ethyl-2-oxo-4-piperazin-1-yl-benzimidazol-1-yl)piperidine-2,6-dione